BrC1=C(SC(=C1)C(C)(C)O)[S@@](=O)(N)=NC(NC1=C2C(=NC3=C1CCC3)CCC2)=O (R)-3-Bromo-N'-((1,2,3,5,6,7-hexahydrodicyclopenta[b,e]pyridin-8-yl)carbamoyl)-5-(2-hydroxypropan-2-yl)thiophene-2-sulfonimidamide